tert-butyl 3-hydroxy-3-methylbutanoate OC(CC(=O)OC(C)(C)C)(C)C